[In].[Zn].[Fe] iron zinc indium